9-Hydroxy-undecanoic acid OC(CCCCCCCC(=O)O)CC